(1r,4r)-4-((5-Chloro-4-(4-(cyclopropylmethyl)-1H-pyrazol-5-yl)pyrimidin-2-yl)amino)cyclohexan-1-ol ClC=1C(=NC(=NC1)NC1CCC(CC1)O)C1=C(C=NN1)CC1CC1